C(C)N(C1=CC=CC=C1)CCO 2-(N-ethyl-anilino)ethanol